(2E,4E)-4-(2-methyl-3-(dimethylamino)-3-oxopropyl)decane-2,4-dienoic acid butyl ester C(CCC)OC(\C=C\C(=C\CCCCC)\CC(C(=O)N(C)C)C)=O